Tert-butyl 3-methyl-6-oxo-1,4-oxazepane-4-carboxylate CC1COCC(CN1C(=O)OC(C)(C)C)=O